C1(CCCCCC1)NC(=O)C1=NC=CC(=C1)C1=CC=C(C=C1)C(C)C N-cycloheptyl-4-(4-isopropylphenyl)pyridinamide